lithium tert-butylpyridinium C(C)(C)(C)[N+]1=CC=CC=C1.[Li+]